(E)-3-(tert-butyl)-N-(4-(3-(4-(4-(dimethylamino)but-2-enoyl)piperazin-1-yl)-5-fluoropyridin-4-yl)-2-methylbenzyl)-1,2,4-oxadiazole-5-carboxamide C(C)(C)(C)C1=NOC(=N1)C(=O)NCC1=C(C=C(C=C1)C1=C(C=NC=C1F)N1CCN(CC1)C(\C=C\CN(C)C)=O)C